N-((R*)-1-(2-((S)-Amino(4,4-difluorocyclohexyl)methyl)imidazo[1,2-b]pyridazin-7-yl)-2-ethoxyethyl)-2-(3,3-difluorocyclobutyl)acetamide N[C@H](C=1N=C2N(N=CC(=C2)[C@H](COCC)NC(CC2CC(C2)(F)F)=O)C1)C1CCC(CC1)(F)F |o1:10|